2-(((2-(4-(2-hydroxyethyl)piperazin-1-yl)ethyl)amino)methylene)-5-(1-(2-methoxyethyl)-1H-pyrrolo[2,3-b]pyridin-4-yl)cyclohexane-1,3-dione OCCN1CCN(CC1)CCNC=C1C(CC(CC1=O)C1=C2C(=NC=C1)N(C=C2)CCOC)=O